The molecule is 16alpha-Methylpregna-1,4-diene-3,20-dione bearing hydroxy substituents at the 11beta and 21 positions, fluorine at position 6 and chlorine at position 9. A medium potency corticosteroid, it is used as its 21-O-pivalate or caproate ester for the relief of inflammatory and pruritic (itching) skin disorders. It has a role as an anti-inflammatory drug and an antipruritic drug. It is a glucocorticoid, an 11beta-hydroxy steroid, a 21-hydroxy steroid, a 20-oxo steroid, a fluorinated steroid, a 3-oxo-Delta(1),Delta(4)-steroid, a chlorinated steroid and a primary alpha-hydroxy ketone. C[C@@H]1C[C@H]2[C@@H]3C[C@@H](C4=CC(=O)C=C[C@@]4([C@]3([C@H](C[C@@]2([C@H]1C(=O)CO)C)O)Cl)C)F